[Cl-].C(=O)(C(=C)C)NCC[N+]1=CC=CC=C1 1-(2-methacrylaminoethyl)pyridinium chloride